[N+](=O)([O-])C=1C(=CC2=C(OCO2)C1)C(CCNC(OC(C1=CC=CC=C1)C)=O)=O methylbenzyl (3-(6-nitrobenzo[d][1,3]dioxol-5-yl)-3-oxopropyl)carbamate